methyl 5-cyclopropyl-2-(4,4,5,5-tetramethyl-1,3,2-dioxaborolan-2-yl)benzoate C1(CC1)C=1C=CC(=C(C(=O)OC)C1)B1OC(C(O1)(C)C)(C)C